C(C)(=O)NC1=C(C2=C(S1)C(CCC2)=O)C(=O)OCC ethyl 2-acetamido-7-oxo-4,5,6,7-tetrahydrobenzo[b]thiophene-3-carboxylate